prop-2-en-1-one trifluoroacetate salt FC(C(=O)O)(F)F.C(C=C)=O